2-{3-(naphthalen-1-yl)phenyl}-4-{4-(naphthalen-1-yl)phenyl}-6-{4-(quinolin-3-yl)phenyl}pyrimidine C1(=CC=CC2=CC=CC=C12)C=1C=C(C=CC1)C1=NC(=CC(=N1)C1=CC=C(C=C1)C1=CC=CC2=CC=CC=C12)C1=CC=C(C=C1)C=1C=NC2=CC=CC=C2C1